(E)-tetradec-12-en-1-yl acrylate C(C=C)(=O)OCCCCCCCCCCC\C=C\C